5-(pyridin-2-ylamino)-1H-pyrazole-4-carboxamide N1=C(C=CC=C1)NC1=C(C=NN1)C(=O)N